C(C1=CC=CC=C1)OC1=C(C=C(C=C1)B1OC(C(O1)(C)C)(C)C)OC(F)(F)F 2-(4-(benzyloxy)-3-(trifluoromethoxy)phenyl)-4,4,5,5-tetramethyl-1,3,2-dioxaborolane